BrC1=C(CN2C3=C(C(=C(C2=O)O)C(=O)O)SC=C3)C=CC=C1 4-(2-bromobenzyl)-6-hydroxy-5-oxo-4,5-dihydrothieno[3,2-b]pyridine-7-carboxylic acid